R-dihydroxyketone OC(=O)O